BrC1=CC=2C3=C(C(N(C2C=C1F)CC1CC(C1)(F)F)=O)OCC([C@@H](N3)C3CC3)(F)F (2S)-10-bromo-2-cyclopropyl-7-[(3,3-difluorocyclobutyl)methyl]-3,3,9-trifluoro-2,4-dihydro-1H-[1,4]oxazepino[2,3-c]quinolin-6-one